ClC1=C(OCCCN2C[C@@H](CC2)O)C=CC=C1C=1N(C2=NC=NC(=C2N1)OC1(CC1)C)CC=1SC(=CN1)C (R)-1-(3-(2-chloro-3-(6-(1-methylcyclopropoxy)-9-((5-methylthiazol-2-yl)methyl)-9H-purin-8-yl)phenoxy)propyl)pyrrolidin-3-ol